Bis(methyl)butyl-germanium C[Ge](CCCC)C